5-(((S)-1-(4-(4-methylthiazol-5-yl)phenyl)ethyl)carbamoyl)pyrrolidin-3-yl (2,5,8,11,14,17,20,23,26,29,32,35,38,41,44,47,50,53,56,59,62,65-docosaoxaheptahexacontan-67-yl) succinate C(CCC(=O)OCCOCCOCCOCCOCCOCCOCCOCCOCCOCCOCCOCCOCCOCCOCCOCCOCCOCCOCCOCCOCCOCCOC)(=O)OC1CNC(C1)C(N[C@@H](C)C1=CC=C(C=C1)C1=C(N=CS1)C)=O